2-(methoxy-d3)-6-methyl-N-(1-(2-(trifluoromethoxy)phenyl)ethyl)nicotinamide C(OC1=C(C(=O)NC(C)C2=C(C=CC=C2)OC(F)(F)F)C=CC(=N1)C)([2H])([2H])[2H]